N1=CC(=CC=C1)NC(=O)[C@@H]1CC12CCN(CC2)C(=O)OC(C(F)(F)F)C(F)(F)F 1,1,1,3,3,3-hexafluoropropan-2-yl (R)-1-(pyridin-3-ylcarbamoyl)-6-azaspiro[2.5]octane-6-carboxylate